NCCCCCC(=O)NCCOCC[N+]1(CCCCC1)CCOP(=O)(O)[O-] 2-[1-[2-[2-(6-Aminohexanoyl-amino)ethoxy]ethyl]piperidin-1-ium-1-yl]ethyl-hydrogenphosphat